1-((2S*,4R*)-2-methyl-4-((piperidin-4-ylmethyl)amino)-3,4-dihydroquinolin-1(2H)-yl)propan-1-one dihydrochloride Cl.Cl.C[C@@H]1N(C2=CC=CC=C2[C@@H](C1)NCC1CCNCC1)C(CC)=O |o1:3,11|